tert-butyl (4-hydroxy-4-((piperidin-4-ylmethoxy)methyl)cyclohexyl)carbamate OC1(CCC(CC1)NC(OC(C)(C)C)=O)COCC1CCNCC1